N-(3-chloro-5-(methylsulfonamido)phenyl)-5-(3-fluoro-5-(2-oxa-7-azaspiro[3.5]nonan-7-yl)pyridin-2-yl)-1-methyl-1H-pyrrole-3-carboxamide ClC=1C=C(C=C(C1)NS(=O)(=O)C)NC(=O)C1=CN(C(=C1)C1=NC=C(C=C1F)N1CCC2(COC2)CC1)C